2-Methyl-3-methoxypentyl acetate C(C)(=O)OCC(C(CC)OC)C